COC1=NC=CC(=C1)NC1=C(C(=NN1)C1=CC=C(C=C1)NC(=O)N1C[C@H](CC1)C1=CC=CC=C1)C(=O)N (R)-5-((2-methoxypyridin-4-yl)amino)-3-(4-(3-phenylpyrrolidine-1-carboxamido)phenyl)-1H-pyrazole-4-carboxamide